CC1=C(SC(=N1)NC(=O)C2=CC=CC=C2)C3=CC(=NN3)C(=O)NCC(=O)N[C@H](CCCN=C(N)N)C(=O)NCC(=O)N[C@H](CC(=O)O)C(=O)N[C@H](CC(=O)O)C(=O)N[C@H](CC(=O)O)C(=O)N The molecule is a hexapeptide consisting of N-{[3-(2-benzamido-4-methyl-1,3-thiazol-5-yl)-1H-pyrazol-5-yl]carbonyl}glycine, D-arginine, glycine, D-alpha-aspartic acid, D-alpha-aspartic acid, and D-alpha-aspartic 1-amide residues coupled in sequence. An angiotensin II type 2 receptor agonist. It has a role as an angiotensin receptor agonist. It is a biaryl, an oligopeptide, a member of benzamides, a member of 1,3-thiazoles and a member of pyrazoles.